BrC=1C=C(C=2N(C1)C(=CN2)C)N2CCC(CC2)(F)F 6-Bromo-8-(4,4-difluoropiperidin-1-yl)-3-methylimidazo[1,2-a]pyridine